C(C)OC(CC(C1=CC2=C(N(N=N2)C)C(=C1)OC)C1=C2CCN(CC2=CC=C1)C(C1=CC=CC=C1C1=NC=C(C=C1)OC)=O)=O (l)-3-[2-(5-methoxy-2-pyridinebenzoyl)-1,2,3,4-tetrahydroisoquinolin-5-yl]-3-(7-methoxy-1-methyl-1H-benzo[d][1,2,3]triazol-5-yl)propionic acid ethyl ester